1-methylpiperidin-4-yl 4-[6-(1-methyl-1H-pyrazol-4-yl)pyrazolo[1,5-a]pyridin-3-yl]piperazine-1-carboxylate CN1N=CC(=C1)C=1C=CC=2N(C1)N=CC2N2CCN(CC2)C(=O)OC2CCN(CC2)C